(2R,5S)-2-(1-(4-bromophenyl)-3-(furan-3-yl)-1H-pyrazol-4-yl)-5-methyl-3-(2-(2-oxo-2,3-dihydro-1H-benzo[d]imidazol-5-yl)ethyl)oxazolidin-4-one BrC1=CC=C(C=C1)N1N=C(C(=C1)[C@H]1O[C@H](C(N1CCC1=CC2=C(NC(N2)=O)C=C1)=O)C)C1=COC=C1